3-methoxy-2-pyridinecarboxylic acid COC=1C(=NC=CC1)C(=O)O